5-amino-1-(2,2-dimethoxyethyl)-3-(3-hydroxy-3-methyl-butyl)benzimidazol-2-one (n-hexyl)(isodecyl)isophthalate C(CCCCC)C1=C(C(=C(C(=O)O)C=C1)CCCCCCCC(C)C)C(=O)O.NC1=CC2=C(N(C(N2CCC(C)(C)O)=O)CC(OC)OC)C=C1